tert-butyl (5-chloro-3-(fluoromethyl)thieno[3,2-b]pyridin-7-yl)(thiophen-2-ylmethyl)carbamate ClC1=CC(=C2C(=N1)C(=CS2)CF)N(C(OC(C)(C)C)=O)CC=2SC=CC2